C1(CC1)C=1SC(=CN1)C=1C=C(C=CC1)N(C(=O)[C@@H]1CC[C@H](CC1)C(=O)O)C[C@@H]1CC[C@H](CC1)C1=NC(=C(C=C1)OC)C trans-4-((3-(2-Cyclopropylthiazol-5-yl)phenyl)((trans-4-(5-methoxy-6-methylpyridin-2-yl)cyclohexyl)methyl)carbamoyl)-cyclohexanecarboxylic acid